3-[5-(prop-2-yl)-1,3-thiazol-2-yl]-5-(tetrahydro-2H-pyran-4-ylmethoxy)benzamide CC(C)C1=CN=C(S1)C=1C=C(C(=O)N)C=C(C1)OCC1CCOCC1